C[C@@H]1N(C2=CC=CC=C2[C@@H]([C@H]1C)NC1=NC=C(C=C1)C)C(C)=O ((2S,3R,4R)-2,3-dimethyl-4-((5-methylpyridin-2-yl)amino)-3,4-dihydroquinolin-1(2H)-yl)ethanone